5-(4-(1,2,2-triphenylvinyl)phenyl)thiophene-2-carbaldehyde C1(=CC=CC=C1)C(=C(C1=CC=CC=C1)C1=CC=CC=C1)C1=CC=C(C=C1)C1=CC=C(S1)C=O